N-(3-fluoro-4-{[7-methoxy-6-(3-morpholinopropanamido)quinolin-4-yl]oxy}phenyl)-5-(4-fluorophenyl)-6-oxo-2,3,5,6-tetrahydrofuro[3,2-c]pyridine-7-carboxamide FC=1C=C(C=CC1OC1=CC=NC2=CC(=C(C=C12)NC(CCN1CCOCC1)=O)OC)NC(=O)C1=C2C(=CN(C1=O)C1=CC=C(C=C1)F)CCO2